ClCCCC(CCCCl)=O 1,7-dichloroheptan-4-one